CN1N=C(C=C1)CN1C(C2=CC=C(C=C2C=N1)S(=O)(=O)C1=CC=C(C=C1)OC(F)(F)F)=O 2-((1-methyl-1H-pyrazol-3-yl)methyl)-6-((4-(trifluoromethoxy)phenyl)sulfonyl)phthalazin-1(2H)-one